(3-carbamoyl-5,5,7,7-tetramethyl-5,7-dihydro-4H-thieno[2,3-c]pyran-2-yl)-1,4,6,7-tetrahydropyrano[4,3-c]pyrazole-3-carboxamide C(N)(=O)C1=C(SC=2C(OC(CC21)(C)C)(C)C)N2N=C(C1=C2CCOC1)C(=O)N